FC(C1=NC=C(C=N1)CNC([C@@H]1NCCC1)=O)(F)F N-((2-(trifluoromethyl)-5-pyrimidinyl)methyl)-D-prolinamide